4-(2-(3-fluoro-4-methoxyphenyl)-1,4-dimethyl-1H-benzo[d]imidazol-6-yl)-3,6-dihydropyridine-1(2H)-carboxylic acid tert-butyl ester C(C)(C)(C)OC(=O)N1CCC(=CC1)C=1C=C(C2=C(N(C(=N2)C2=CC(=C(C=C2)OC)F)C)C1)C